ClC1=C(OCC2=NC=CC(=C2)OC2CCN(CC2)C(=O)OC(C)(C)C)C=CC(=C1)Cl tert-Butyl 4-((2-((2,4-dichlorophenoxy)methyl)pyridin-4-yl)oxy)piperidine-1-carboxylate